C(=O)C1=CC=C(OC2CCC(CC2)NC(OC(C)(C)C)=O)C=C1 tert-butyl ((1r,4r)-4-(4-formylphenoxy)cyclohexyl)carbamate